4-amino-1-cyclopentyl-N-(4-ethynylphenyl)-1H-pyrazolo[3,4-d]pyrimidine-3-carboxamide NC1=C2C(=NC=N1)N(N=C2C(=O)NC2=CC=C(C=C2)C#C)C2CCCC2